C(C)(C)(C)OC(=O)N1CCN(CC1)C=1C=NC(=CC1)N 4-(6-amino-pyridin-3-yl)-piperazine-1-carboxylic acid tert-butyl ester